5-(5-methylpyrimidin-4-yl)pyridine CC=1C(=NC=NC1)C=1C=CC=NC1